BrC1=C(OC2=C(C=CC=C2)B2OC(CC)(C)C(C)(C)O2)C=CC=C1 2-(2-bromophenoxy)-methylphenylboronic acid pinacol ester